L-alpha-aspartyl-L-prolyl-N-[(2S)-4-[{(1R)-1-[1-benzyl-4-(2,5-difluorophenyl)-1H-pyrrol-2-yl]-2,2-dimethylpropyl}(hydroxyacetyl)amino]-1-(methylamino)-1-oxobutan-2-yl]-L-valinamide N[C@@H](CC(O)=O)C(=O)N1[C@@H](CCC1)C(=O)N[C@@H](C(C)C)C(=O)N[C@H](C(=O)NC)CCN(C(CO)=O)[C@H](C(C)(C)C)C=1N(C=C(C1)C1=C(C=CC(=C1)F)F)CC1=CC=CC=C1